FC1=CC=C(C=C1)C(CNC1=CC(=NC=2N1N=C(C2)C(F)(F)F)C(F)(F)F)C2CNCC2 N-(2-(4-Fluorophenyl)-2-(pyrrolidin-3-yl)ethyl)-2,5-bis(trifluoromethyl)pyrazolo[1,5-a]pyrimidin-7-amine